(morpholin-4-yl)butan-1-one N1(CCOCC1)C(CCC)=O